Br.BrC1=CC=C(CN)C=C1 4-bromobenzyl-amine hydrobromide